tert-Butyl (2R,5S)-4-(6-chloro-2-(3-(dimethylamino)azetidin-1-yl)-8-fluoro-7-(3-iodo-5-methyl-1-trityl-1H-indazol-4-yl)quinazolin-4-yl)-2,5-dimethylpiperazine-1-carboxylate ClC=1C=C2C(=NC(=NC2=C(C1C1=C2C(=NN(C2=CC=C1C)C(C1=CC=CC=C1)(C1=CC=CC=C1)C1=CC=CC=C1)I)F)N1CC(C1)N(C)C)N1C[C@H](N(C[C@@H]1C)C(=O)OC(C)(C)C)C